4-[[3-(2,3-difluoro-4-methoxy-phenyl)imidazo[1,2-a]pyrazin-8-yl]amino]-N-[2-[2-(dimethylamino)ethoxy]ethyl]-2-ethyl-benzamide FC1=C(C=CC(=C1F)OC)C1=CN=C2N1C=CN=C2NC2=CC(=C(C(=O)NCCOCCN(C)C)C=C2)CC